(R)-1-methyl-N-(2-(2-(1,1,1-trifluoropropan-2-yloxy)pyrimidin-4-yl)-1H-pyrrolo[3,2-c]pyridin-6-yl)-1H-pyrazole-4-carboxamide CN1N=CC(=C1)C(=O)NC1=CC2=C(C=N1)C=C(N2)C2=NC(=NC=C2)O[C@@H](C(F)(F)F)C